2-[(4-carbamoylphenyl)methyl]-2-azaspiro[3.3]heptan-6-yl (2R,6R)-2,6-dimethyl-4-[5-(trifluoromethyl)pyrazin-2-yl]piperazine-1-carboxylate C[C@H]1N([C@@H](CN(C1)C1=NC=C(N=C1)C(F)(F)F)C)C(=O)OC1CC2(CN(C2)CC2=CC=C(C=C2)C(N)=O)C1